FC1=C2C3=C(NC2=C(C=C1F)NC)N=CC(=C3N3C[C@H](CC3)O)C=3C=C1C(C(=CN(C1=NC3)C)C(=O)O)=O (S)-6-(5,6-difluoro-4-(3-hydroxypyrrolidin-1-yl)-8-(methylamino)-9H-pyrido[2,3-b]indol-3-yl)-1-methyl-4-oxo-1,4-dihydro-1,8-naphthyridine-3-carboxylic acid